C1(CC1)S(=O)(=O)NC1=NC=CC(=N1)C(C(=O)NC1=CC=C(C=C1)C=1C=NC=CC1)C 2-(2-(cyclopropanesulfonylamino)pyrimidin-4-yl)-N-(4-(pyridin-3-yl)phenyl)propanamide